C[C@@H]1N(CC=2N(C1)N=CC2N2S(CC(C2)N2[C@@H](CCC2)C(=O)O)(=O)=O)C(NC2=CC(=C(C(=C2)F)F)F)=O (2S)-1-[2-[(6S)-6-methyl-5-[(3,4,5-trifluorophenyl)carbamoyl]-6,7-dihydro-4H-pyrazolo[1,5-a]pyrazin-3-yl]-1,1-dioxo-1,2-thiazolidin-4-yl]pyrrolidine-2-carboxylic acid